6-((3R,4R)-3-Hydroxy-4-((R)-2-oxo-3-((S)-2-((6-oxo-5-(trifluoromethyl)-1,6-dihydropyridazin-4-yl)amino)propoxy-1,1-d2)pyrrolidin-1-yl)piperidin-1-yl)nicotinonitrile O[C@@H]1CN(CC[C@H]1N1C([C@@H](CC1)OC([C@H](C)NC=1C=NNC(C1C(F)(F)F)=O)([2H])[2H])=O)C1=NC=C(C#N)C=C1